[I-].CCCCCCCCC(CCCCCCCCC)N 9-octadecyl-amine iodide